ClC1=NC(=C(C2=CC=CC=C12)O)C(=O)NCC(=O)O N-[(1-Chloro-4-hydroxy-3-isochinolinyl)carbonyl]glycin